Tert-butyl (S)-(3-(1-(4-fluorophenyl)-N-(2-(methylsulfonyl)ethyl)-1,2,3,4-tetrahydroisoquinoline-2-carboxamido)bicyclo[1.1.1]pentan-1-yl)(2-(methylsulfonyl)ethyl)carbamate FC1=CC=C(C=C1)[C@@H]1N(CCC2=CC=CC=C12)C(=O)N(CCS(=O)(=O)C)C12CC(C1)(C2)N(C(OC(C)(C)C)=O)CCS(=O)(=O)C